COC(CCCCC1CCN(CC1)C(=O)OC(C)(C)C)=O tert-butyl 4-(5-methoxy-5-oxopentyl)piperidine-1-carboxylate